methyl-N-[5-methyl-2-(trifluoromethyl)benzyl]-1H-pyrazole-4-carboxamide CN1N=CC(=C1)C(=O)NCC1=C(C=CC(=C1)C)C(F)(F)F